COC(=O)C1(CC2=C(C=C(C(=C2C1)F)[N+](=O)[O-])F)O 4,7-difluoro-2-hydroxy-5-nitro-indan-2-carboxylic acid methyl ester